nitro-4,3'-bipyridine [N+](=O)([O-])C1=NC=CC(=C1)C=1C=NC=CC1